C(C1=CC=CC=C1)O[C@@](CC=C)(C(F)(F)F)C1=NN=C(O1)C1=NC(=C(C=C1NC(OC(C)(C)C)=O)C(F)(F)F)Br tert-Butyl N-[2-[5-[(1R)-1-benzyloxy-1-(trifluoromethyl)but-3-enyl]-1,3,4-oxadiazol-2-yl]-6-bromo-5-(trifluoromethyl)-3-pyridyl]carbamate